Methyl 2-((S)-1-(4-(6-((4-cyano-2-fluorobenzyl) oxy) pyridin-2-yl)-2-oxopiperazin-1-yl) ethyl)-1-(((S)-oxetan-2-yl) methyl)-1H-benzo[d]imidazole-6-carboxylate C(#N)C1=CC(=C(COC2=CC=CC(=N2)N2CC(N(CC2)[C@@H](C)C2=NC3=C(N2C[C@H]2OCC2)C=C(C=C3)C(=O)OC)=O)C=C1)F